NCC(O)C=1C(=NC(=CC1OCC1=CC=CC=C1)Cl)C 2-amino-1-(4-benzyloxy-6-chloro-2-methyl-3-pyridyl)ethanol